5-[1-(2-Fluoro-6-methyl-phenyl)-piperidin-4-yl]-2-isobutyl-7-(2-trifluoromethyl-benzyl)-2,4,5,7-tetrahydro-pyrazolo[3,4-d]pyrimidin-6-on FC1=C(C(=CC=C1)C)N1CCC(CC1)N1C(N(C=2C(C1)=CN(N2)CC(C)C)CC2=C(C=CC=C2)C(F)(F)F)=O